(3R,8aS)-7-(3-Chloro-2-fluoro-6-(1H-tetrazol-1-yl-d)phenyl)-3-(4-(3-fluoro-2-(hydroxymethyl-d2)pyridin-4-yl)-1H-imidazol-2-yl)-2,3,8,8a-tetrahydroindolizin ClC=1C(=C(C(=CC1)N1N=NN=C1[2H])C1=CCN2[C@H](CC[C@H]2C1)C=1NC=C(N1)C1=C(C(=NC=C1)C([2H])([2H])O)F)F